CCC1=C[C@H]2C[C@]3([C@@H]1N(C2)CCC4=C3NC5=CC=CC=C45)C(=O)OC The molecule is an organic heteropentacyclic compound and monoterpenoid indole alkaloid produced by the medicinal plant Catharanthus roseus via strictosidine. It is a bridged compound, an organic heteropentacyclic compound, a methyl ester, a monoterpenoid indole alkaloid, a tertiary amino compound and an alkaloid ester. It is a conjugate base of a catharanthine(1+).